2-hydroxycyclopentanecarboxylic acid trihydrate O.O.O.OC1C(CCC1)C(=O)O